C(C)C(C(=O)OCCC(C)O)=C 3-hydroxybutyl 2-ethylacrylate